CC1=C(C=CC=C1)C1=NC(=NC(=N1)C1=C(C=CC=C1)C)C1=C(C=C(C=C1)OCC(COC(C(=C)C)=O)O)O 2,4-bis(2-methylphenyl)-6-[2-hydroxy-4-(3-methacryloyloxy-2-hydroxypropyl-oxy)phenyl]-s-triazine